methyl 4-bromo-6-fluoro-pyrazolo[1,5-a]pyridine-3-carboxylate BrC=1C=2N(C=C(C1)F)N=CC2C(=O)OC